N1C=NC=2CNCCC21 1H,4H,5H,6H,7H-imidazo[4,5-c]pyridine